FC(C=1C=C(C=CC1)S(=O)(=O)C1=CC=C(C=C1)N1C(NN=C1)=S)(F)F 4-(4-((3-(trifluoromethyl)phenyl)sulfonyl)phenyl)-2,4-dihydro-3H-1,2,4-triazole-3-thione